BrC1=NN(C(=C1)C(F)(F)F)C 3-bromo-1-methyl-5-(trifluoromethyl)-1H-pyrazole